N-(2,6-dichlorobenzoyl)-N'-(4-isobutylphenyl)urea ClC1=C(C(=O)NC(=O)NC2=CC=C(C=C2)CC(C)C)C(=CC=C1)Cl